5-(aminomethyl)-N-(1-(3-(5-chloropyridin-3-yl)-5-(1-methyl-1H-pyrazol-4-yl)phenyl)ethyl)-2-methylbenzamide NCC=1C=CC(=C(C(=O)NC(C)C2=CC(=CC(=C2)C=2C=NN(C2)C)C=2C=NC=C(C2)Cl)C1)C